3-Methoxy-2-(4-methoxybenzyloxy)-5-(4,4,5,5-tetramethyl-1,3,2-dioxaborolan-2-yl)benzaldehyde COC=1C(=C(C=O)C=C(C1)B1OC(C(O1)(C)C)(C)C)OCC1=CC=C(C=C1)OC